(4-amino-3-((3-hydroxypropyl)thio)phenyl)(piperidin-1-yl)methanone NC1=C(C=C(C=C1)C(=O)N1CCCCC1)SCCCO